2-(4-(6-(6-(Difluoromethyl)imidazo[1,2-b]pyridazin-3-yl)pyrimidin-4-yl)morpholin-2-yl)ethan-1-ol FC(C=1C=CC=2N(N1)C(=CN2)C2=CC(=NC=N2)N2CC(OCC2)CCO)F